(1R,2R)-1-(2-chloro-5-fluorophenyl)-1-(1,3-dimethyl-1H-pyrazol-4-yl)propan ClC1=C(C=C(C=C1)F)[C@H](CC)C=1C(=NN(C1)C)C